FC=1C=C(C=CC1B1OC(C(O1)(C)C)(C)C)NC(=O)NC1=CC=C(C=C1)C 1-(3-fluoro-4-(4,4,5,5-tetramethyl-1,3,2-dioxaborolan-2-yl)phenyl)-3-(p-tolyl)urea